tert-butyl (5-(4-(1-(4,4-difluoropiperidin-1-yl)ethyl)phenyl)-7-(4-fluorophenyl)benzofuran-2-yl)methylcarbamate FC1(CCN(CC1)C(C)C1=CC=C(C=C1)C=1C=C(C2=C(C=C(O2)CNC(OC(C)(C)C)=O)C1)C1=CC=C(C=C1)F)F